5-chloro-1'-(2-{[2-(3-ethyl-3-hydroxyazetidin-1-yl)pyrimidin-5-yl]oxy}ethyl)-1,2-dihydrospiro[indole-3,4'-piperidin]-2-one ClC=1C=C2C(=CC1)NC(C21CCN(CC1)CCOC=1C=NC(=NC1)N1CC(C1)(O)CC)=O